2-morpholin-4-ylethanesulfonic acid Methyl-(Z)-3-(((4-(N-methyl-2-(4-methylpiperazin-1-yl)acetamido)phenyl)amino)(3-nitrophenyl)methylene)-2-oxoindoline-5-carboxylate COC(=O)C=1C=C2/C(/C(NC2=CC1)=O)=C(\C1=CC(=CC=C1)[N+](=O)[O-])/NC1=CC=C(C=C1)N(C(CN1CCN(CC1)C)=O)C.N1(CCOCC1)CCS(=O)(=O)O